3-amino-N-{4-[(3R,4R,5S)-3-amino-4-hydroxy-5-methylpiperidin-1-yl]-(7S)-7-hydroxy-6,7-dihydro-5H-cyclopenta[b]pyridin-3-yl}-6-(2,6-difluorophenyl)-5-fluoropyridine-2-carboxamide NC=1C(=NC(=C(C1)F)C1=C(C=CC=C1F)F)C(=O)NC=1C(=C2C(=NC1)[C@H](CC2)O)N2C[C@H]([C@@H]([C@H](C2)C)O)N